ClC1=C2C(N(C(NC2=C(C=C1)S(=O)(=O)C1=CC(=C2C=CN(C2=C1)CC(=O)NC)F)=O)O)=O 2-(6-((5-chloro-3-hydroxy-2,4-dioxo-1,2,3,4-tetrahydroquinazolin-8-yl)sulfonyl)-4-fluoro-1H-indol-1-yl)-N-methylacetamide